(E)-N,N-dimethyl-N'-((cis)-2-(3-nitrophenyl)cyclopropane-1-carbonyl)formohydrazonamide CN(\C=N\NC(=O)[C@H]1[C@H](C1)C1=CC(=CC=C1)[N+](=O)[O-])C